Cl.COC1=C(CN2CCN(CC2)C(CC2CCN(CC2)CCC2=CC=CC=C2)=O)C=CC=C1 1-(4-(2-methoxybenzyl)piperazin-1-yl)-2-(1-phenethylpiperidin-4-yl)ethan-1-one hydrochloride